6,6-Dimethyl-8-[2-(4-methyl-piperazin-1-yl)-ethoxy]-6H-benzo[b]naphtho[2,3-d]furan-11-one CC1(C2=CC(=CC=C2C(C=2C3=C(OC21)C=CC=C3)=O)OCCN3CCN(CC3)C)C